5-[[2-[(2S,5S)-5-methyl-2-phenyl-1-piperidyl]-2-oxo-acetyl]amino]pyridine-3-carboxamide C[C@H]1CC[C@H](N(C1)C(C(=O)NC=1C=C(C=NC1)C(=O)N)=O)C1=CC=CC=C1